methylene-6-propylcyclohex-1-ene C=C1C=CC(CC1)CCC